(biphenylyl)(dibenzothiophenylphenyl)(spirobifluorenyl)(biphenylyl)(carbazolylphenyl)(spirobifluorenyl)amine C1(=C(C=CC=C1)C1=C2C3=C(C(=C(C4(C3=CC2=CC=C1)C=CC=C1C2=CC=CC=C2C=C14)N(C1=C(C=CC=C1)C1=CC=CC=4C2=CC=CC=C2NC14)C1=C(C=CC=C1)C1=CC=CC=C1)C=1C4(C2=CC3=CC=CC=C3C2=CC1)C=CC=C1C2=CC=CC=C2C=C14)C1=C(C=CC=C1)C1=CC=CC=4SC2=C(C41)C=CC=C2)C2=CC=CC=C2